[N+](=O)([O-])C1=CC(=C(C=C1)C=1C=NN(C1)C1CN(C1)C(=O)OC(C)(C)C)S(N)(=O)=O tert-Butyl 3-[4-(4-nitro-2-sulfamoylphenyl)-1H-pyrazol-1-yl]azetidine-1-carboxylate